3-chlorobenzyl ((S)-1-(((S)-4-hydroxy-3-oxo-1-((S)-2-oxopyrrolidin-3-yl)butan-2-yl)amino)-4-methyl-1-oxopentan-2-yl)carbamate OCC([C@H](C[C@H]1C(NCC1)=O)NC([C@H](CC(C)C)NC(OCC1=CC(=CC=C1)Cl)=O)=O)=O